[2H]C1(OC(CC(C1)\C=C\C1=CC=CC=C1)([2H])[2H])[2H] 2,2,6,6-tetradeuterio-4-[(E)-styryl]tetrahydropyran